(R)-6-amino-2-(3-(aminomethyl)piperazin-1-yl)-5-((2,3-dichlorophenyl)thio)-3-methylpyrimidine NC=1C(=CN([C@H](N1)N1CC(NCC1)CN)C)SC1=C(C(=CC=C1)Cl)Cl